C(C=C)(=O)NC1=CC=CC(=N1)C#CCN(C(=O)[C@H]1N(C[C@H](C1)O)C1=NC(=CC(=C1C#N)C(F)(F)F)C)C1CC1 (2S,4S)-N-(3-(6-acrylamidopyridin-2-yl)prop-2-yn-1-yl)-1-(3-cyano-6-methyl-4-(trifluoromethyl)pyridin-2-yl)-N-cyclopropyl-4-hydroxypyrrolidine-2-carboxamide